(E)-2-Nonen-1-ol C(\C=C\CCCCCC)O